Di-(3-carboxyphenyl)-iodonium hexafluorophosphat F[P-](F)(F)(F)(F)F.C(=O)(O)C=1C=C(C=CC1)[I+]C1=CC(=CC=C1)C(=O)O